FC=1C(=C(C=CC1F)[C@@H]1[C@@H](O[C@@]([C@H]1C)(C)C(F)F)C(=O)NC1=CC(=NC=C1)C(=O)N)OC (2R,3R,4S,5R)-4-[[3-(3,4-Difluoro-2-methoxy-phenyl)-5-(difluoromethyl)-4,5-dimethyl-tetrahydrofuran-2-carbonyl]amino]pyridin-2-carboxamid